i-Propyltin C(C)(C)[Sn]